COC(=O)C1=C(SC=C1)CN1C(=NC(=C(C1=O)CC1=CC=C(C=C1)C1=C(C=CC=C1)C1=NN=NN1)CCCC)C methyl-2-[[4-butyl-2-methyl-6-oxo-5-[[2'-(1H-tetrazol-5-yl)-[1,1'-biphenyl]-4-yl]methyl]-1-(6H)-pyrimidinyl]methyl]-3-thiophencarboxylate